BrC1=CC=C(C=C1)C=1C(=NC=NC1OCCOC1=NC=C(C=N1)Br)NS(=O)(=O)NCCC propylaminosulfonic acid [5-(4-bromo-phenyl)-6-[2-(5-bromo-pyrimidin-2-yloxy)-ethoxy]-pyrimidin-4-yl]-amide